(Hydroxy)Aluminum Distearate C(CCCCCCCCCCCCCCCCC)(=O)[O-].C(CCCCCCCCCCCCCCCCC)(=O)[O-].O[Al+2]